1-(4-((4'-((3,3-difluoropyrrolidin-1-yl)methyl)-[1,1'-biphenyl]-4-yl)methyl)phenyl)-5-methyl-1H-1,2,4-triazole-3-carboxamide FC1(CN(CC1)CC1=CC=C(C=C1)C1=CC=C(C=C1)CC1=CC=C(C=C1)N1N=C(N=C1C)C(=O)N)F